2-[(2R)-3-(3,4-Dihydro-1H-isochinolin-2-yl)-2-hydroxy-propyl]-6-propyl-3,4-dihydroisochinolin-1-on C1N(CCC2=CC=CC=C12)C[C@H](CN1C(C2=CC=C(C=C2CC1)CCC)=O)O